C(#N)[C@@]1(N(CCC1)C(=O)C1=CC(=C2N1CCC1=CC(=C(C=C21)C(=O)N[C@@]2(COCC2)C#N)OC)CC(F)(F)F)C |o1:25| 3-[(2R)-2-cyano-2-methyl-pyrrolidine-1-carbonyl]-N-[(3R*)-3-cyanotetrahydrofuran-3-yl]-8-methoxy-1-(2,2,2-trifluoroethyl)-5,6-dihydropyrrolo[2,1-a]isoquinoline-9-carboxamide